ClC=1C=C(C=C(C1)S(=O)(=O)C)NC(=O)C1=CN(C(=C1)C(=O)N1CCNCC1)C1=NC=CC=C1 N-(3-chloro-5-(methylsulfonyl)phenyl)-5-(piperazine-1-carbonyl)-1-(pyridin-2-yl)-1H-pyrrole-3-carboxamide